C(C)OC([C@H](C(CCNC(=O)OC(C)(C)C)(C)C)N[S@@](=O)C1=C(C=C(C=C1C)C)C)=O (S)-5-((tert-butoxycarbonyl)amino)-2-(((S)-mesitylsulfinyl)amino)-3,3-dimethylvaleric acid ethyl ester